ClC=1C=C(C=C(C1C)CN1CC(C1)O)NC(CCC=1C=C2C(N(CC2=CC1)C1C(NC(CC1)=O)=O)=O)=O N-{3-chloro-5-[(3-hydroxyazetidin-1-yl)methyl]-4-methylphenyl}-3-[2-(2,6-dioxo-hexahydropyridin-3-yl)-3-oxo-2,3-dihydro-1H-isoindol-5-yl]propanamide